1-(2-(5,6-dihydro-8H-imidazo[2,1-c][1,4]oxazine-3-carbonyl)-2-azaspiro[3.3]heptan-6-yl)-3-(3-(trifluoromethyl)phenyl)urea N=1C=C(N2C1COCC2)C(=O)N2CC1(C2)CC(C1)NC(=O)NC1=CC(=CC=C1)C(F)(F)F